7'-(2-(4-(2-(dibenzo[b,d]thiophen-3-yl)phenyl)-6-phenyl-1,3,5-triazin-2-yl)phenyl)spiro[cyclohexane-1,9'-fluorene]-2'-carbonitrile C1=CC(=CC=2SC3=C(C21)C=CC=C3)C3=C(C=CC=C3)C3=NC(=NC(=N3)C3=CC=CC=C3)C3=C(C=CC=C3)C3=CC=C2C=1C=CC(=CC1C1(C2=C3)CCCCC1)C#N